(3S)-3-[5-[4-[[1-[4-[(1R,2S)-2-(cyclopentylmethyl)-4,4-difluoro-6-hydroxy-tetralin-1-yl]phenyl]-4-piperidyl]methyl]piperazin-1-yl]-1-oxo-isoindolin-2-yl]piperidine-2,6-dione C1(CCCC1)C[C@@H]1[C@@H](C2=CC=C(C=C2C(C1)(F)F)O)C1=CC=C(C=C1)N1CCC(CC1)CN1CCN(CC1)C=1C=C2CN(C(C2=CC1)=O)[C@@H]1C(NC(CC1)=O)=O